ClC1=C(C#N)C=CC(=C1)N1C(N(C(C1=O)(C)C)C1=CC=C(C=C1)O)=S 2-chloro-4-[3-(4-hydroxyphenyl)-4,4-dimethyl-5-oxo-2-sulfanylideneimidazolidin-1-yl]benzonitrile